CC1=C(C=CC=C1)N1N=CC2=C1N=C1N(CCC3=C1NC1=CC=CC=C31)C2=O 1-(2-methylphenyl)-6,7-dihydro-1H-pyrazolo[3'',4'':4',5']pyrimido[1',2':1,2]pyrido[3,4-b]indol-4(12H)-one